O1CCN(CC1)S(=O)(=O)C=1C=C(C2=C(CCO2)C1)NC1=NC=C(C(=N1)NCCCN1C(CCCC1)=O)C(F)(F)F 1-[3-[[2-[(5-Morpholinosulfonyl-2,3-dihydrobenzofuran-7-yl)amino]-5-(trifluoromethyl)pyrimidin-4-yl]amino]propyl]piperidin-2-one